3-[3-(4-Fluoro-benzyl)-3H-imidazo[4,5-b]pyridin-2-yl]-N-[(S)-1-(4-piperidin-1-yl-phenyl)-ethyl]-propionamide FC1=CC=C(CN2C(=NC=3C2=NC=CC3)CCC(=O)N[C@@H](C)C3=CC=C(C=C3)N3CCCCC3)C=C1